CN1C(OC2=C1C(=C(C=C2)N2N=CC(=C2)CN2C[C@H](NCC2)C=2C(=C1COC(C1=CC2)=O)C)C)=O (R)-3,4-dimethyl-5-(4-((3-(4-methyl-1-oxo-1,3-dihydroisobenzofuran-5-yl)piperazin-1-yl)methyl)-1H-pyrazol-1-yl)benzo[d]oxazol-2(3H)-one